FC1=C(C=CC=C1)C1=NC(=NC=2[C@]3([C@H](CCC12)[C@H](C(C(=C3)C#N)=O)C)C)C3=NC=NC1=CC=CC=C31 (6aR,7R,10aS)-4-(2-fluorophenyl)-7,10a-dimethyl-8-oxo-2-(quinazolin-4-yl)-5,6,6a,7,8,10a-hexahydrobenzo[h]quinazoline-9-carbonitrile